C(C1=CC=CC=C1)OC=1C(C=CN2N([C@H]3N(C(C21)=O)CCOC3)[C@H]3C2=C(SCC1=C3C=CC(=C1F)F)C=CS2)=O (12aR)-7-benzyloxy-12-[(10R)-6,7-difluoro-5,10-dihydrothieno[3,2-c][2]benzothiepin-10-yl]-3,4,12,12a-tetrahydro-1H-[1,4]oxazino[3,4-c]pyrido[2,1-f][1,2,4]triazine-6,8-dione